N,N,N,N-tetraphenylammonium C1(=CC=CC=C1)[N+](C1=CC=CC=C1)(C1=CC=CC=C1)C1=CC=CC=C1